COC(=O)C=1C=C(C=C2C=NN(C12)CC1=NC=C(N=C1)C1=CC(=CC(=C1)OC)F)Br 5-bromo-1-((5-(3-fluoro-5-methoxyphenyl)pyrazin-2-yl)methyl)-1H-indazole-7-formic acid methyl ester